6-[(2,6-difluoro-4-pyridinyl)amino]-N-(2,2-dimethylcyclobutyl)-[1,3]dioxolo[4,5-c]pyridine-4-carboxamide FC1=NC(=CC(=C1)NC1=CC2=C(C(=N1)C(=O)NC1C(CC1)(C)C)OCO2)F